FC=1C=C2C(N(C=3N(C2=CC1)C(NN3)=S)CCCNC(CC3=CC=C(C=C3)C)=O)=O N-(3-(7-Fluoro-5-oxo-1-thioxo-1,2-dihydro-[1,2,4]triazolo[4,3-a]quinazolin-4(5H)-yl)propyl)-2-(p-tolyl)acetamide